1-(dimethylamino)-3,7-dihydroxy-8-(hydroxymethyl)benzofuro[3,2-b]chromen-5-ium CN(C1=C2C=C3C(=[O+]C2=CC(=C1)O)C1=C(O3)C=C(C(=C1)O)CO)C